BrC1=CC(=NC(=C1)C(F)F)Cl 4-bromo-2-chloro-6-(difluoromethyl)pyridine